CCCCCCCC/C=C\\CCCCCCCCCC(=O)NCCO The molecule is a fatty amide obtained by the formal condensation of (11Z)-eicosaenoic acid with ethanolamine. It has a role as a metabolite. It is a fatty amide, a N-acylethanolamine and a N-(monounsaturated fatty acyl)ethanolamine. It derives from an (11Z)-icos-11-enoic acid.